CN1C(=NN=C1)CC1(COC1)C1=CC(=NC(=C1)N1C(C2=CC(=CC(=C2C1)C(F)(F)F)CN1C[C@H](CCC1)C)=O)SCCC(=O)O 3-[(4-{3-[(4-methyl-1,2,4-triazol-3-yl)methyl]oxetan-3-yl}-6-(6-{[(3S)-3-methylpiperidin-1-yl]methyl}-1-oxo-4-(trifluoromethyl)-3H-isoindol-2-yl)pyridin-2-yl)sulfanyl]propanoic acid